9-(4-((1-(3-Fluoropropyl)azetidin-3-ylidene)methyl)phenyl)-8-(2-methoxy-3-methylphenyl)-6,7-dihydro-5H-benzo[7]annulene-3-carboxylic acid FCCCN1CC(C1)=CC1=CC=C(C=C1)C1=C(CCCC2=C1C=CC(=C2)C(=O)O)C2=C(C(=CC=C2)C)OC